6-Chloro-3,7,8,9,10,10a-hexahydro-2H-isochromeno[1,8-cd]azepin-9-ium chloride [Cl-].ClC1=CC=C2CCOC3C[NH2+]CCC1=C32